3-(2-acetoxy-4,6-dimethylphenyl)-3-methylbutanoic dithioperoxyanhydride C(C)(=O)OC1=C(C(=CC(=C1)C)C)C(CC(=O)SSC(CC(C)(C1=C(C=C(C=C1C)C)OC(C)=O)C)=O)(C)C